ClC1=CC(=CC=2C=C(OC21)CNC(OC(C)(C)C)=O)C2=CC=C(C=C2)O tert-butyl (7-chloro-5-(4-hydroxyphenyl)benzofuran-2-yl)methylcarbamate